6-(2-(1-(4-methoxyphenyl)cyclopropyl)-1H-benzo[d]imidazol-6-yl)-5-methyl-4,5-dihydropyridazin-3(2H)-one COC1=CC=C(C=C1)C1(CC1)C1=NC2=C(N1)C=C(C=C2)C=2C(CC(NN2)=O)C